C(C1=CC=CC=C1)C1=C(C(=C(S1)NC(C(C)OC1=CC=CC=C1)=O)C(=O)N)C 5-benzyl-4-methyl-2-(2-phenoxypropanamido)thiophene-3-carboxamide